ClC1=NC=C(C(=N1)C1=CC2=C(OC(O2)(F)F)C=C1)Cl 2,5-dichloro-4-(2,2-difluorobenzo[d][1,3]dioxol-5-yl)pyrimidine